8-((2S,5R)-4-(tert-butoxycarbonyl)-2-ethyl-5-methylpiperazin-1-yl)-6-chloroimidazo[1,2-b]pyridazine-2-carboxylic acid ethyl ester C(C)OC(=O)C=1N=C2N(N=C(C=C2N2[C@H](CN([C@@H](C2)C)C(=O)OC(C)(C)C)CC)Cl)C1